OCCN1C(=NC=2C=C(C=C(C2C1=O)C#N)C(F)(F)F)C 3-(2-hydroxyethyl)-2-methyl-4-oxo-7-(trifluoromethyl)-3,4-dihydroquinazoline-5-carbonitrile